NC(C(=O)O)CCC1=CC(=CC=C1)C(F)(F)F 2-amino-4-(3-(trifluoromethyl)phenyl)butanoic acid